3-(((7-Chloro-2-(trifluoromethyl)-[1,2,4]triazolo[1,5-a]pyridin-5-yl)amino)methyl)-3-phenylazetidine-1-carboxamide ClC1=CC=2N(C(=C1)NCC1(CN(C1)C(=O)N)C1=CC=CC=C1)N=C(N2)C(F)(F)F